C(C(C(C=C)[2H])[2H])[2H] pent-4-en-1,2,3-d